C(C1=CC=CC=C1)N1C=CC2=C(C=C(C=C12)C1=CN(C2=C(N=CC=C21)O)C)NS(=O)(=O)CC N-(1-benzyl-6-(7-hydroxy-1-methyl-1H-pyrrolo[2,3-c]pyridin-3-yl)-1H-indol-4-yl)ethanesulfonamide